ClC1CC(N(C1)C=C)=O 4-chloro-1-vinylpyrrolidone